(2R)-2,5,7,8-tetramethyl-2-[(4R,8R)-4,8,12-trimethyltridecyl]chroman C[C@@]1(OC2=C(C(=CC(=C2CC1)C)C)C)CCC[C@@H](CCC[C@@H](CCCC(C)C)C)C